O[C@H]1[C@@H]([C@@H]2[C@@H](OC[C@H](CC2)CCCC(=O)O)C1)\C=C\[C@H](COC1=CC(=CC=C1)C)O 4-{(3S,5aR,6R,7R,8aS)-7-hydroxy-6-[(1E,3R)-3-hydroxy-4-(3-methylphenoxy)-1-buten-1-yl]octahydro-2H-cyclopenta[b]oxepin-3-yl}butanoic acid